5-ethyl-7-oxo-2H,4H,7H-[1,2,3]triazolo[4,5-b]pyridin C(C)C1=CC(C=2C(N1)=NNN2)=O